N1CC(C1)NS(=O)(=O)C N-(azetidin-3-yl)methanesulfonamide